C(C1=CC=CC=C1)OC1=C(C(=CC(=C1C)O)O)C(=O)N1CC2=CC=C(C=C2CC1)CN(C)C (2-(benzyloxy)-4,6-dihydroxy-3-methylphenyl)(6-((dimethylamino)methyl)-3,4-dihydroisoquinolin-2(1H)-yl)methanone